6-fluoro-4-[3-[6-(trifluoromethyl)-3-pyridyl]-7,8-dihydro-5H-1,6-naphthyridin-6-yl]quinazoline FC=1C=C2C(=NC=NC2=CC1)N1CC=2C=C(C=NC2CC1)C=1C=NC(=CC1)C(F)(F)F